ClC=1C=C(C(=O)N2CCC3=CC(=CC=C23)[C@@H](C)NC(=O)C2=NC=C(C=C2)Cl)C=CC1 (R)-N-(1-(1-(3-chlorobenzoyl)-2,3-dihydro-1H-indol-5-yl)ethyl)-5-chloro-2-pyridinecarboxamide